N1(CCCCCC1)C1=CC=C(C(=O)N2CCN(CC2)C2=NC3=CC=CC=C3C(N2)=O)C=C1 2-[4-[4-(Azepan-1-yl)benzoyl]piperazin-1-yl]-3H-quinazolin-4-one